[1-(2,6-Dioxopiperidin-3-yl)-3-methyl-2-oxo-1,3-benzodiazol-5-yl]-3,9-diazaspiro[5.5]undecane-3-carboxylic acid tert-butyl ester C(C)(C)(C)OC(=O)N1CC(C2(CC1)CCNCC2)C2=CC1=C(N(C(N1C)=O)C1C(NC(CC1)=O)=O)C=C2